2-[(1Z)-1-{[4-(1,3-difluoropropan-2-yl)phenyl]methylene}-5-fluoro-2-methyl-1H-inden-3-yl]acetic acid FCC(CF)C1=CC=C(C=C1)\C=C/1\C(=C(C2=CC(=CC=C12)F)CC(=O)O)C